C(C)(C)(C)OC(=O)N1CCC(=CC1)C1=CC(=C(C=C1OC)NC(=O)C1=CC(=C(C=C1)C=1CCN(CC1)C(=O)OC(C)(C)C)F)C tert-butyl 4-{4-[(4-{1-[(tert-butoxy)carbonyl]-1,2,3,6-tetrahydropyridin-4-yl}-5-methoxy-2-methylphenyl)carbamoyl]-2-fluorophenyl}-1,2,3,6-tetrahydropyridine-1-carboxylate